[H-].[Na+].BrC=1C2=C(C=NC1)C=NN2COCC[Si](C)(C)C 7-bromo-1-((2-(trimethylsilyl)ethoxy)methyl)-1H-pyrazolo[4,3-c]pyridine Sodium hydride